O=C1N(C(CN1C1=CC=C(C=C1)C)=O)CC1=CC(=C(OC(C(=O)O)(C)C)C(=C1)C)C 2-(4-((2,5-Dioxo-3-(p-tolyl)-imidazolin-1-yl)methyl)-2,6-dimethylphenoxy)-2-methyl-propionic acid